Isobutyl 3-(1-((1-(4-(3-acetylphenoxy)-3-isopropylbenzyl)piperidin-4-yl)methyl)-1H-1,2,3-triazol-4-yl)-5-fluoro-1H-indole-2-carboxylate C(C)(=O)C=1C=C(OC2=C(C=C(CN3CCC(CC3)CN3N=NC(=C3)C3=C(NC4=CC=C(C=C34)F)C(=O)OCC(C)C)C=C2)C(C)C)C=CC1